4-CHLORO-1-((2-(TRIMETHYLSILYL)ETHOXY)METHYL)-1H-PYRROLO[2,3-B]PYRIDINE ClC1=C2C(=NC=C1)N(C=C2)COCC[Si](C)(C)C